N-(6-tridecyl)acetamide CCCCCC(CCCCCCC)NC(C)=O